Trichloro(octyl)-silane Cl[Si](CCCCCCCC)(Cl)Cl